N-(2-carbamoyl-4,6-dichloro-phenyl)-2-cyclopropyl-5-(2,2,2-trifluoroethoxy)pyrazole-3-carboxamide C(N)(=O)C1=C(C(=CC(=C1)Cl)Cl)NC(=O)C=1N(N=C(C1)OCC(F)(F)F)C1CC1